(R)-2-(N-[4-amino-5-[4-(difluoromethoxy)benzoyl]thiazol-2-yl]-4-chloro-anilino)propanamide NC=1N=C(SC1C(C1=CC=C(C=C1)OC(F)F)=O)N(C1=CC=C(C=C1)Cl)[C@@H](C(=O)N)C